2,6-dimethyl-3-methoxy-4-methoxypyridine CC1=NC(=CC(=C1OC)OC)C